CC1=CC=CC2=C1C(=C(CCC2)C2=C(C=C(C=C2)F)F)OS(=O)(=O)C(F)(F)F Methyl-8-(2,4-difluorophenyl)-9-(((trifluoromethyl)sulfonyl)oxy)-6,7-dihydro-5H-benzo[7]annulene